OCC12C(N(C(C1)=O)C)CCC2 3a-(hydroxymethyl)-1-methylhexahydrocyclopenta[b]pyrrol-2(1H)-one